2-((4-(pivaloyloxy)phenyl)sulphonamido)benzamide 5-fluoro-pyridine-2-carboxylate FC=1C=CC(=NC1)C(=O)O.C(C(C)(C)C)(=O)OC1=CC=C(C=C1)S(=O)(=O)NC1=C(C(=O)N)C=CC=C1